C(C)OC1=C(C=CC(=C1)C)S(=O)(=O)NC1=NOC2=C1C(=CC(=C2)CN2N=CC(=C2)CNC(OC(C)(C)C)=O)OC tert-Butyl ((1-((3-((2-ethoxy-4-methylphenyl)sulfonamido)-4-methoxybenzo[d]isoxazol-6-yl)methyl)-1H-pyrazol-4-yl)methyl)carbamate